C(CCOC1=C(C=C(C=C1C)F)C=1C(=C(C=C(C1)C(C)(CC(C)(C)C)C)N1C2=CC(=CC=C2C=2C=CC(=CC12)CC)CC)O)OC1=C(C=C(C=C1C)F)C=1C(=C(C=C(C1)C(C)(CC(C)(C)C)C)N1C2=CC(=CC=C2C=2C=CC(=CC12)CC)CC)O 2',2'''-(propane-1,3-diylbis(oxy))bis(3-(2,7-diethyl-9H-carbazol-9-yl)-5'-fluoro-3'-methyl-5-(2,4,4-trimethylpentan-2-yl)-[1,1'-biphenyl]-2-ol)